pyrido[3,4-e][1,3]oxazine O1CN=CC2=C1C=CN=C2